CCCCC[C@@H]([C@@H](/C=C/C=C/C=C\\C=C\\[C@H](CCCC(=O)[O-])O)O)O The molecule is a hydroxy fatty acid anion obtained by the deprotonation of the carboxy group of lipoxin B4: major species at pH 7.3. It is a hydroxy fatty acid anion and a lipoxin anion. It is a conjugate base of a lipoxin B4.